C1(CC1)S(=O)(=O)N1N=CC(=C1)C1=NC=CC(=N1)N(C1=NC=C(C(=C1)N)C=1N=C(SC1)C(F)(F)F)C1CCC(CC1)NCCF N2-(2-(1-(Cyclopropylsulfonyl)-1H-pyrazol-4-yl)pyrimidin-4-yl)-N-((1s,4s)-4-((2-fluoroethyl)amino)cyclohexyl)-5-(2-(trifluoromethyl)thiazol-4-yl)pyridine-2,4-diamine